2,5-difluoro-4-((2-(hydroxymethyl)-7-methoxy-4-methyl-1H-imidazo[4,5-c][1,8]naphthyridin-1-yl)methyl)benzenesulfonamide FC1=C(C=C(C(=C1)CN1C(=NC=2C(=NC=3N=C(C=CC3C21)OC)C)CO)F)S(=O)(=O)N